NC1=NC=2C=NC(=CC2C2=C1COC2)N2C(CC[C@@H](C2)C)C=2C=C(C1=C(OC3(CC3)C(N1)=O)C2)Cl 7-((5S)-1-(4-amino-1,3-dihydrofurano[3,4-c][1,7]naphthyridine-8-yl)-5-methylpiperidin-2-yl)-5-chlorospiro[benzo[b][1,4]oxazine-2,1'-cyclopropane]-3(4H)-one